3-(3-chloro-4-fluorophenyl)-(1R)-(8,9-difluoro-3R-oxo-6-oxo-1,4,5,6-tetrahydro-2H-thiopyrano[3,4-c]isoquinolin-1-yl)-1-methylurea ClC=1C=C(C=CC1F)NC(N(C)[C@H]1C[S@](CC=2NC(C=3C=C(C(=CC3C21)F)F)=O)=O)=O